ClC=1C=C2CCC[C@]3(C2=CC1)CN(C1=C(OC3)C=CC(=C1)C(=O)OC(C)(C)C)C[C@H]1[C@@H](CC1)[C@H](\C=C\CCC)O (S)-TERTBUTYL 6'-CHLORO-5-(((1R,2R)-2-((S,E)-1-HYDROXYHEX-2-EN-1-YL)CYCLOBUTYL)METHYL)-3',4,4',5-TETRAHYDRO-2H,2'H-SPIRO[BENZO[B][1,4]OXAZEPINE-3,1'-NAPHTHALENE]-7-CARBOXYLATE